F[P-](F)(F)(F)(F)F.ClC(=[N+](C)C)N(C)C N-(chloro(dimethylamino)methylene)-N-methylmethylammonium hexafluorophosphate